sodium difluoro bis(oxalate) phosphate P(=O)([O-])(O)O.C(C(=O)O)(=O)OF.C(C(=O)O)(=O)OF.[Na+]